ClC1=C(C=C(C=C1)C1=NN=C(O1)C12CC(C1)(C2)C(=O)NC(CO[C@@H]2C[C@@H](C2)OC(F)(F)F)=O)F N-[3-[5-(4-chloro-3-fluoro-phenyl)-1,3,4-oxadiazol-2-yl]-1-bicyclo[1.1.1]pentanoyl]-2-[cis-3-(trifluoromethoxy)cyclobutoxy]acetamide